2-[(methylamino)methyl]pyridine CNCC1=NC=CC=C1